iso-propoyl chloride C(CCl)(C)=O